3-bromo-5-methylpyridine BrC=1C=NC=C(C1)C